C(C)(=O)NC1=C(SC(=C1)C)C(=O)OC methyl 3-acetamido-5-methylthiophene-2-carboxylate